(E)-N-hydroxy-3-(2-(4-(5-methyl-1H-pyrazole-3-carbonyl)piperazin-1-yl)phenyl)acrylamide ONC(\C=C\C1=C(C=CC=C1)N1CCN(CC1)C(=O)C1=NNC(=C1)C)=O